C(C1=CC=CC=C1)OC1=NC(=CC=C1C1=NN(C=2C1=NC=C(C2)N2CCC(CC2)N(C([O-])=O)C)C)OCC2=CC=CC=C2 N-[1-[3-(2,6-dibenzyloxy-3-pyridyl)-1-methyl-pyrazolo[4,3-b]pyridin-6-yl]-4-piperidyl]-N-methyl-carbamate